Cl.NC\C=C(\CN1C=NC2=C1C=C(C=C2C2=CC(=CC=C2)S(NC(C)(C)C)(=O)=O)C(=O)OC)/F methyl (Z)-1-(4-amino-2-fluoro-but-2-en-1-yl)-4-(3-(N-(tert-butyl) sulfamoyl) phenyl)-1H-benzo[d]imidazole-6-carboxylate hydrochloride